N=1C=CN2C1C=CC(=C2)C(=O)N imidazo[1,2-a]pyridin-6-carboxamid